5-fluoro-7-((1-(1-(piperidin-4-yl)azetidin-3-yl)piperidin-4-yl)methoxy)-2-(((tetrahydro-2H-pyran-4-yl)thio)methyl)quinazolin-4(3H)-one hydrochloride Cl.FC1=C2C(NC(=NC2=CC(=C1)OCC1CCN(CC1)C1CN(C1)C1CCNCC1)CSC1CCOCC1)=O